methyl (2R,8aS)-2-(2,3-dichloro-6-methoxyphenyl)-5-oxo-hexahydro-1H-indolizine-7-carboxylate ClC1=C(C(=CC=C1Cl)OC)[C@H]1C[C@H]2CC(CC(N2C1)=O)C(=O)OC